di-sec-butyl-aminodiphenylmethane C(C)(CC)C=1C(=C(C=CC1)C(C1=CC=CC=C1)N)C(C)CC